2,2-dimethyl-cyclopropanecarboxylic acid (s)-alpha-cyano-3-phenoxybenzyl ester C(#N)[C@H](C1=CC(=CC=C1)OC1=CC=CC=C1)OC(=O)C1C(C1)(C)C